2-[[1-(4-chloro-6-methyl-pyrimidin-5-yl)cyclopropanecarbonyl]amino]-4-[[3-fluoro-2-methoxy-propyl]-[4-(5,6,7,8-tetrahydro-1,8-naphthyridin-2-yl)butyl]amino]butanoic acid ClC1=NC=NC(=C1C1(CC1)C(=O)NC(C(=O)O)CCN(CCCCC1=NC=2NCCCC2C=C1)CC(CF)OC)C